chloro-dithio-formic acid pentafluorophenyl ester FC1=C(C(=C(C(=C1SC(=S)Cl)F)F)F)F